C12(CCCCC1)OC1=C(O2)C=CC(=C1)C(=O)N spiro[1,3-benzodioxole-2,1'-cyclohexane]-5-carboxamide